COC1=CC=2C3=C(C(NC2C=C1)=O)N(C=C3)CCCN3CCN(CC3)C3=CC(=CC=C3)C(F)(F)F 8-methoxy-3-(3-(4-(3-(trifluoromethyl)phenyl)piperazin-1-yl)propyl)-3,5-dihydro-4H-pyrrolo[2,3-c]quinolin-4-one